FC1=C2C(=CC(=CC2=CC=C1F)O)C1=C(C=2N=C(N=C(C2C=N1)CC(C)(C)O)OC[C@]12CCCN2C[C@@H](C1)F)F 5,6-difluoro-4-[8-fluoro-2-{[(2R,7aS)-2-fluorotetrahydro-1H-pyrrolizin-7a(5H)-yl]methoxy}-4-(2-hydroxy-2-methylpropyl)pyrido[4,3-d]pyrimidin-7-yl]naphthalen-2-ol